N=1C=CN2C1C=CC(=C2)C2=CNC=1N=C(N=CC12)NC1CCC(CC1)C(=O)N(C)C 4-((5-(imidazo[1,2-a]pyridin-6-yl)-7H-pyrrolo[2,3-d]pyrimidin-2-yl)amino)-N,N-dimethylcyclohexane-1-carboxamide